N1(CCC1)C(C[C@@]1(CN(CCO1)CC=1C=NC(=CC1)NC1=NC=C(C(=N1)C=1C=C(C2=C(N(C(=N2)C)C(C)C)C1)F)F)C)=O (R)-1-(azetidin-1-yl)-2-(4-((6-((5-fluoro-4-(4-fluoro-1-isopropyl-2-methyl-1H-benzo[d]imidazol-6-yl)pyrimidin-2-yl)amino)pyridin-3-yl)methyl)-2-methylmorpholin-2-yl)ethan-1-one